6-(Ethylsulfonyl)-N-(4-(1,1,1,3,3,3-hexafluoro-2-hydroxypropan-2-yl)phenyl)-1,2,3,4-tetrahydroisoquinoline-1-carboxamide C(C)S(=O)(=O)C=1C=C2CCNC(C2=CC1)C(=O)NC1=CC=C(C=C1)C(C(F)(F)F)(C(F)(F)F)O